C(C)C(=CCP(O)(O)=O)CC diethylallylphosphonic acid